N-(3-methyloxetan-3-yl)-1H-indazole-6-sulfonamide CC1(COC1)NS(=O)(=O)C1=CC=C2C=NNC2=C1